4-benzyl-2-{[4-(4-fluorophenyl)piperidin-1-yl]methyl}-1,4-oxazepane C(C1=CC=CC=C1)N1CC(OCCC1)CN1CCC(CC1)C1=CC=C(C=C1)F